6-(2-fluoro-6-methoxyphenyl)picolinic acid FC1=C(C(=CC=C1)OC)C1=CC=CC(=N1)C(=O)O